C1(=CC=CC2=CC=CC=C12)[C@@H](C)N1CCC(CC1)N(C(=O)C1CCC1)CC(=O)NCC(=O)NC/C=C/C(=O)OC(C)C isopropyl (R,E)-4-(2-(2-(N-(1-(1-(naphthalen-1-yl)ethyl)piperidin-4-yl)cyclobutanecarboxamido)acetamido)acetamido)but-2-enoate